CC1CC2C3C4C=CC(C3C1C2)C4 10-methyl-tetracyclo[6.2.1.13,6.02,7]-4-dodecene